ClC=C(C(F)F)F (E)- or (Z)-1-chloro-2,3,3-trifluoro-1-propene